NCC=1C=CC(=NC1)C(N[C@H](C(NCCCC[C@H](NC(N[C@@H](CCC(=O)OC(C)(C)C)C(=O)OC(C)(C)C)=O)C(=O)OC(C)(C)C)=O)CC1=NC2=CC=CC=C2C=C1)=O tri-tert-butyl (3S,10S,14S)-1-[5-(aminomethyl)pyridin-2-yl]-1,4,12-trioxo-3-[(quinolin-2-yl)methyl]-2,5,11,13-tetraazahexadecane-10,14,16-tricarboxylate